ClC=1C=C(CC2=CN=C(S2)NC(C2=CC=C(C=C2)C)=O)C=CC1 N-(5-(3-chlorobenzyl)thiazole-2-yl)-4-methylbenzamide